2-(((2S,4S)-4-((2-((4-Cyano-2-fluorophenoxy)methyl)pyrimidin-4-yl)oxy)-2-methylpiperidin-1-yl)methyl)-1-(((S)-oxetan-2-yl)methyl)-1H-benzo[d]imidazole-6-carboxylic acid C(#N)C1=CC(=C(OCC2=NC=CC(=N2)O[C@@H]2C[C@@H](N(CC2)CC2=NC3=C(N2C[C@H]2OCC2)C=C(C=C3)C(=O)O)C)C=C1)F